oxazole-2,4-dicarboxylic acid ethyl ester C(C)OC(=O)C=1OC=C(N1)C(=O)O